tert-butyl-(3S)-3-[7-amino-3-(2-fluoro-6-methyl-phenyl)-2-oxo-4H-pyrimido[4,5-d]pyrimidin-1-yl]pyrrolidine-1-carboxylate C(C)(C)(C)OC(=O)N1C[C@H](CC1)N1C(N(CC=2C1=NC(=NC2)N)C2=C(C=CC=C2C)F)=O